10-hydroxy-8-methoxy-5,9-bis(methoxymethoxy)-2,2-dimethyl-7-(3-methylbut-2-en-1-yl)-2H,6H-pyrano[3,2-b]xanthen-6-one OC=1C=2OC=3C=C4C(=C(C3C(C2C(=C(C1OCOC)OC)CC=C(C)C)=O)OCOC)C=CC(O4)(C)C